ClC=1C=C(CNC2=NC=NC3=CC=C(C=C23)C=2C(=NOC2C)C)C=CC1 N-(3-chlorobenzyl)-6-(3,5-dimethylisoxazol-4-yl)quinazolin-4-amine